F[C@H]1CCC(C=2N(C1)N=C1C2CN(CC1)C(=O)NC1=CC(=C(C=C1)F)C(F)(F)F)(F)F (S)-8,11,11-Trifluoro-N-(4-fluoro-3-(trifluoromethyl)phenyl)-3,4,8,9,10,11-hexahydro-1H-pyrido[4',3':3,4]pyrazolo[1,5-a]azepine-2(7H)-carboxamide